CC1=NC=C(C=2C1=NSN2)C 4,7-dimethyl-[1,2,5]thiadiazolo[3,4-c]pyridine